(2R,4aS,9aR)-6-fluoro-2-methyl-7-(trifluoromethyl)-2,3,4,4a,9,9a-hexahydroindeno[2,1-b][1,4]oxazine hydrochloride Cl.FC=1C(=CC=2C[C@H]3O[C@@H](CN[C@H]3C2C1)C)C(F)(F)F